CSC(CN1CSCC1C=1NC(=CN1)C1=CC=C(C=C1)C)C 2-(methylthio)-1-(4-(5-(p-tolyl)-1H-imidazol-2-yl)thiazolidin-3-yl)propan